O=C1NC([C@](N1)(C1=NC=CC=C1C(F)(F)F)CNC(=O)C=1C(=CC=CC1)C1=CC=C(C=C1)C(F)(F)F)=O |r| rac-N-({2,5-dioxo-4-[3-(trifluoromethyl)pyridin-2-yl]imidazolidin-4-yl}methyl)-4'-(trifluoromethyl)[biphenyl]-2-carboxamide